8-(4-chloro-2-fluoro-phenyl)-N-methyl-6,9-dioxo-5-(4-(trifluoro-methyl)benzyl)-2,5,8-triazaspiro[3.5]nonane-2-carboxamide ClC1=CC(=C(C=C1)N1CC(N(C2(CN(C2)C(=O)NC)C1=O)CC1=CC=C(C=C1)C(F)(F)F)=O)F